4-Bromo-7-fluorobenzo[d]thiazol-2-amine BrC1=CC=C(C2=C1N=C(S2)N)F